N[C@H]1CN(CCC1)C(=O)N (R)-3-aminopiperidine-1-carboxamide